1-[5-fluoro-1-methyl-6-[(3S,4R)-3-hydroxy-4-piperidyl]indazol-3-yl]hexahydropyrimidine-2,4-dione FC=1C=C2C(=NN(C2=CC1[C@@H]1[C@@H](CNCC1)O)C)N1C(NC(CC1)=O)=O